(R)-(6-(dimethylphosphono)-2-methyl-4-((1-(2-methyl-3-(trifluoromethyl)phenyl)ethyl)amino) Tert-butyl quinazolin-7-yl)carbamate COP(=O)(OC)C=1C(=C2C(=NC(=NC2=CC1NC([O-])=O)C)N[C@H](C)C1=C(C(=CC=C1)C(F)(F)F)C)C(C)(C)C